ClC1=CC(=CC(=C1)C(=C)C(F)(F)F)Cl 1,3-dichloro-5-[1-(trifluoromethyl)vinyl]benzene